IC1=C(C)C=CC=C1I 2,3-diiodotoluene